N-Cyclopropyl-7-methyl-4-(4-((3-(4-methylpyridin-3-yl)propyl)amino)piperidin-1-yl)thieno[3,2-d]pyrimidin-2-amine C1(CC1)NC=1N=C(C2=C(N1)C(=CS2)C)N2CCC(CC2)NCCCC=2C=NC=CC2C